bicycloheptanedicarboxylic acid, disodium salt [Na+].[Na+].C1(C(CCCCC1)C(=O)[O-])(C1CCCCCC1)C(=O)[O-]